The molecule is an aromatic ether that is phenol which is substituted at C-5 by a chloro group and at C-2 by a 2,4-dichlorophenoxy group. It is widely used as a preservative and antimicrobial agent in personal care products such as soaps, skin creams, toothpaste and deodorants as well as in household items such as plastic chopping boards, sports equipment and shoes. It has a role as an antibacterial agent, a fungicide, an EC 1.5.1.3 (dihydrofolate reductase) inhibitor, an antimalarial, an EC 1.3.1.9 [enoyl-[acyl-carrier-protein] reductase (NADH)] inhibitor, a xenobiotic, a persistent organic pollutant and a drug allergen. It is a member of phenols, an aromatic ether, a dichlorobenzene and a member of monochlorobenzenes. C1=CC(=C(C=C1Cl)O)OC2=C(C=C(C=C2)Cl)Cl